COC1=CC=C(C=C1)C(OC[C@]1(O[C@H](CN(C1)C1CCCCC1)N1C2=NC=NC(=C2N=C1)NC(C1=CC=CC=C1)=O)CO[Si](C(C)C)(C(C)C)C(C)C)(C1=CC=CC=C1)C1=CC=C(C=C1)OC N-[9-[(2R,6S)-6-[[bis(4-methoxyphenyl)-phenyl-methoxy]methyl]-4-cyclohexyl-6-(triiso-propylsilyloxymethyl)morpholin-2-yl]purin-6-yl]benzamide